(1-(1-(cis-4-isopropylcyclohexyl) piperidin-4-yl)-3-(pyrrolidin-1-ylmethyl)-1H-indol-2-yl)methyl carbamate C(N)(OCC=1N(C2=CC=CC=C2C1CN1CCCC1)C1CCN(CC1)[C@@H]1CC[C@@H](CC1)C(C)C)=O